ClC1=NC(=CC(=C1)C=1C=C(C=CC1C)NC(OC(C)(C)C)=O)C tert-butyl (3-(2-chloro-6-methylpyridin-4-yl)-4-methylphenyl)carbamate